4-[[3-fluoro-2-methoxy-propyl]-[4-(5,6,7,8-tetrahydro-1,8-naphthyridin-2-yl)butyl]amino]-2-[(2-tetrahydropyran-4-ylacetyl)amino]butanoic acid FCC(CN(CCC(C(=O)O)NC(CC1CCOCC1)=O)CCCCC1=NC=2NCCCC2C=C1)OC